tert-butyl 4-[5-[[4-methyl-6-(methylamino) pyrimidin-2-yl] amino]-2,3-dihydrobenzofuran-7-yl]-3,6-dihydro-2H-pyridine-1-carboxylate CC1=NC(=NC(=C1)NC)NC=1C=C(C2=C(CCO2)C1)C=1CCN(CC1)C(=O)OC(C)(C)C